NC1=NC(=C(C(=N1)N)OCCCOC=1C=C(C(=O)NO)C=CC1)CC 3-[3-(2,4-Diamino-6-ethylpyrimidin-5-yloxy)propoxy]-N-hydroxybenzamide